8-amino-4-hydroxy-3-((4-aminophenyl)diazenyl)naphthalene-2-sulfonic acid sodium salt [Na+].NC=1C=CC=C2C(=C(C(=CC12)S(=O)(=O)[O-])N=NC1=CC=C(C=C1)N)O